methyl (2S,4R)-1-((4-phenoxybutanoyl) glycyl)-4-(m-tolyl)pyrrolidine-2-carboxylate O(C1=CC=CC=C1)CCCC(=O)NCC(=O)N1[C@@H](C[C@@H](C1)C=1C=C(C=CC1)C)C(=O)OC